5-(7-fluoro-2-oxo-2,3-dihydro-1H-benzo[d]imidazol-1-yl)-N-methylpyridinecarboxamide FC1=CC=CC2=C1N(C(N2)=O)C=2C=CC(=NC2)C(=O)NC